C1(CC1)C=1C=C(C(=NC1)C=1OC2=C(N1)C=C(C=C2)CCN=S(C(F)(F)F)=O)S(=O)(=O)CC [2-(5-Cyclopropyl-3-ethylsulfonyl-2-pyridyl)-1,3-benzoxazol-5-yl]ethyliminooxo(trifluoromethyl)-λ6-sulfan